dibenzylideneaceton C(C1=CC=CC=C1)=CC(=O)C=CC1=CC=CC=C1